phenyl (3-cyano-5-fluorophenyl)carbamate C(#N)C=1C=C(C=C(C1)F)NC(OC1=CC=CC=C1)=O